C(=O)(O)C(C(C)C1=C(C(=O)O)C=CC=N1)(C)O 2-(3-carboxyl-3-hydroxy-2-butyl)nicotinic acid